[2-[2-[2-[2-[2-(2-methoxyethoxy)ethoxy]ethoxy]ethoxy]ethoxy]ethoxy]acetic acid COCCOCCOCCOCCOCCOCCOCC(=O)O